C(C(=C)C)(=O)OCCOC(=O)OCC (2-ethoxycarbonyl)oxyethyl methacrylate